1,2-difluoro-4-(methylsulfinyl)-benzene FC1=C(C=C(C=C1)S(=O)C)F